FC=1C=C(C=C(C1)F)C=1C=CC=C2C=CC=[N+](C12)[O-] 8-(3,5-difluorophenyl)quinoline-1-oxide